(S)-N-((R)-1-(3-chloro-2-cyanopyridin-4-yl)pent-4-en-1-yl)-2-methylpropane-2-sulfinamide ClC=1C(=NC=CC1[C@@H](CCC=C)N[S@@](=O)C(C)(C)C)C#N